Cl.ClC1=C(C=CC(=C1)NC1C(NC(CC1)=O)=O)N1CCC(CC1)(O)CC(=O)O 2-[1-[2-chloro-4-[(2,6-dioxo-3-piperidinyl)amino]phenyl]-4-hydroxy-4-piperidinyl]acetic acid hydrochloride